N-[2-[3-methyl-4-(4,4,5,5-tetramethyl-1,3,2-dioxaborolan-2-yl)phenoxy]ethyl]acetamide CC=1C=C(OCCNC(C)=O)C=CC1B1OC(C(O1)(C)C)(C)C